O1C=CC2=C1C=C(C=C2)C2=CC=C(C=C2)S(=O)(=O)NCC2=CC=NC=C2 4-(benzofuran-6-yl)-N-(pyridin-4-ylmethyl)-benzenesulfonamide